2-amino-3-methyl-N-((1R)-1-(2-pyrimidinyl)ethyl)-N-((5-(trifluoromethyl)-2-pyrazinyl)methyl)-6-quinolinecarboxamide NC1=NC2=CC=C(C=C2C=C1C)C(=O)N(CC1=NC=C(N=C1)C(F)(F)F)[C@H](C)C1=NC=CC=N1